trifluoro-methanesulfonic acid 8-ethyl-7-fluoro-3-hydroxynaphthalen-1-yl ester C(C)C=1C(=CC=C2C=C(C=C(C12)OS(=O)(=O)C(F)(F)F)O)F